COC(=O)C1N(CC2=CC=C(C(=C2C1)Cl)OC)C(=O)OC(C)(C)C 5-chloro-6-methoxy-3,4-dihydro-1H-isoquinoline-2,3-dicarboxylic acid O2-tert-butyl O3-methyl ester